2-fluoro-4-((9-(6-(hydroxymethyl)spiro[3.3]heptan-2-yl)-7-methyl-8-oxo-8,9-dihydro-7H-purin-2-yl)amino)-5-methylbenzamide FC1=C(C(=O)N)C=C(C(=C1)NC1=NC=C2N(C(N(C2=N1)C1CC2(C1)CC(C2)CO)=O)C)C